ClC1=CC=C(C(=O)N2CCN(CC2)CCNC=C2C(CC(CC2=O)C2=CC=CC=C2)=O)C=C1 2-(((2-(4-(4-chlorobenzoyl)piperazin-1-yl)ethyl)amino)methylene)-5-phenylcyclohexane-1,3-dione